C(C)(C)(C)OC(NC1=NC=CC(=C1)OC1=C(C=C(C=C1)NC1=NC=CC=C1C(NC1=CC=CC=C1)=O)Cl)=O (4-(2-chloro-4-((3-(phenylcarbamoyl)pyridin-2-yl)amino)phenoxy)pyridin-2-yl)Carbamic acid tert-butyl ester